N([C@@](C(CCCN)[2H])(C(=O)O)[2H])([2H])[2H] L-lysine-d4